C(CCCCCCC)N(C(O)=O)C1=NC(=C(C=C1)N=NC1=C(C=CC=C1)O[Si](C)(C)C(C)(C)C)N.C(C)(C)(C)C1=CC=C(C=C1)CC(C=COC)C (tert-butyl)-4-(4-methoxy-2-methylbut-3-en-1-yl)benzene octyl-(6-amino-5-((2-((tert-butyldimethylsilyl)oxy)phenyl)diazenyl)pyridin-2-yl)carbamate